S1C(=CC=C1)S(=O)(=O)NC=1C=C(C=O)C=CC1 3-(thiophene-2-sulfonyl)aminobenzaldehyde